COC=1C=CC=2N(C3=CC=C(C=C3C2C1)OC)CC1=CC=C(CP(OC2=CC=CC=C2)(OC2=CC=CC=C2)=O)C=C1 diphenyl (4-((3,6-dimethoxy-9H-carbazole-9-yl)methyl)benzyl)phosphonate